NC1=NC=CC(=C1)C=1C(=NN2C1CN(CC2)C(=O)C2CC2)C2=CC=C(C=C2)F (3-(2-aminopyridin-4-yl)-2-(4-fluorophenyl)-6,7-dihydropyrazolo[1,5-a]pyrazin-5(4H)-yl)(cyclopropyl)methanone